ClC1=C(CN2N=C3C(=CC=CC3=C2C2=CC=C(C=C2)F)C(F)(F)F)C=CC(=C1)F 2-(2-chloro-4-fluorobenzyl)-3-(4-fluorophenyl)-7-(trifluoromethyl)-2H-indazole